C(C)(C)(C)OC(NCC1=NC=NN1C)=O ((1-Methyl-1H-1,2,4-triazol-5-yl)methyl)carbamic acid tert-butyl ester